CN1CC2C(C1)CN(C2)C2=NC1=CC=CC=C1C(=N2)N (5-methylhexahydropyrrolo[3,4-c]pyrrol-2(1H)-yl)quinazolin-4-amine